C[C@H]1C(C(CC=C1)=O)C1=CC=C(C=C1)C(F)(F)F Methyl-(R)-3-oxo-2-(4-(trifluoromethyl)phenyl)-2,3-dihydro-1H-benzol